1-(3,5-difluoro-2-hydroxymethylphenyl)-3-(2-methoxypyridin-4-yl)urea FC=1C(=C(C=C(C1)F)NC(=O)NC1=CC(=NC=C1)OC)CO